4-(benzimidazolyloxy)cyclohexanone N1=C(NC2=C1C=CC=C2)OC2CCC(CC2)=O